FC(C=1C=C2CCC(C2=CC1)=O)F 5-(difluoromethyl)-2,3-dihydro-1H-inden-1-one